CC1=C(C=C(C(=C1)N=C=O)C)N=C=O 1,4-dimethyl-2,5-phenylene diisocyanate